4-(2-ethylimidazo[1,2-a]pyrazin-6-yl)piperazine-1-carboxylic acid tert-butyl ester C(C)(C)(C)OC(=O)N1CCN(CC1)C=1N=CC=2N(C1)C=C(N2)CC